(3S,4R)-4-((4-(3-((S)-1-aminoethyl)-4-isopropylquinolin-6-yl)-5-fluoropyrimidin-2-yl)amino)tetrahydro-2H-pyran-3-ol N[C@@H](C)C=1C=NC2=CC=C(C=C2C1C(C)C)C1=NC(=NC=C1F)N[C@H]1[C@@H](COCC1)O